C1(CCCC1)O[C@@H]1C[C@H](NC1)C(=O)O (2S,4R)-4-(cyclopentyloxy)pyrrolidine-2-carboxylic acid